NC1=CC(=C2NC(CCCCC(C(C3=NN=C(C1=N2)O3)(C(F)(F)F)O)=O)(C)C)C(F)(F)F 17-Amino-6-hydroxy-12,12-dimethyl-6,15-bis(trifluoromethyl)-19-oxa-3,4,13,18-tetrazatricyclo[12.3.1.12,5]nonadeca-1(18),2,4,14,16-pentaen-7-one